1,2'-bis(diphenylphosphino)ferrocene C1(=CC=CC=C1)P([C-]1C=CC=C1)C1=CC=CC=C1.[CH-]1C(=CC=C1)P(C1=CC=CC=C1)C1=CC=CC=C1.[Fe+2]